Para-trifluoromethoxy-aniline FC(OC1=CC=C(N)C=C1)(F)F